O=C1NC(CCC1N1C(C2=CC=C(C=C2C1)CNC(/C(/CC1=CC=C(C=C1)OC(F)(F)F)=N/OC)=O)=O)=O (E)-N-((2-(2,6-dioxopiperidin-3-yl)-1-oxoisoindolin-5-yl)methyl)-2-(methoxyimino)-3-(4-(trifluoromethoxy)phenyl)propanamide